O(C1=CC=CC=C1)C1=C(C=NC=C1)B(O)O 4-PHENOXYPYRIDIN-3-YLBORONIC ACID